C1(C=CC(N1CCCCCC(=O)N[C@@H](C(C)C)C(=O)O)=O)=O maleimidocaproyl-valine